N-Methyl-formamide CNC=O